O=C1N(CC2=CC(=CC=C12)C1CCN(CC1)CC1CCC(CC1)C(F)(F)F)C1C(NC(CC1)=O)=O 3-(1-oxo-5-(1-((4-(trifluoromethyl)cyclohexyl)methyl)piperidin-4-yl)isoindolin-2-yl)piperidine-2,6-dione